FC1=CC(=C(OC2=C(C(=O)NC3=CC(=CC=C3)S(N)(=O)=O)C=CC(=C2)OC(F)(F)F)C=C1)OC 2-(4-fluoro-2-methoxyphenoxy)-N-(3-sulfamoylphenyl)-4-(trifluoromethoxy)benzamide